N-(1-(3-(methylsulfonyl)benzyl)-1H-indol-5-yl)acrylamide CS(=O)(=O)C=1C=C(CN2C=CC3=CC(=CC=C23)NC(C=C)=O)C=CC1